N-[4-fluoro-5-pyridin-4-yl-2-[(3R,5S)-3,4,5-trimethylpiperazin-1-yl]phenyl]-6-oxo-4-(trifluoromethyl)-1H-pyridine-3-carboxamide FC1=CC(=C(C=C1C1=CC=NC=C1)NC(=O)C1=CNC(C=C1C(F)(F)F)=O)N1C[C@H](N([C@H](C1)C)C)C